C/C/1=C\\CCC(=C)[C@@H]2C[C@]([C@H]2CC1)(C)C(=O)/C=C/C(C)(C)O The molecule is a diterpenoid of the xeniaphyllane type isolated from Sinularia gibberosa and has been shown to exhibit antineoplastic activity. It has a role as a metabolite and an antineoplastic agent. It is a diterpenoid, a ketone and a tertiary alcohol.